N-(4-((2-amino-3-chloropyridin-4-yl)oxy)-3-fluorophenyl)-5-(Difluoromethyl)-1-phenyl-1H-pyrazole-4-carboxamide NC1=NC=CC(=C1Cl)OC1=C(C=C(C=C1)NC(=O)C=1C=NN(C1C(F)F)C1=CC=CC=C1)F